2-(4-chlorophenyl)-3-cyclopropyl-1-(1,2,4-triazol-1-yl)butan-2-ol ClC1=CC=C(C=C1)C(CN1N=CN=C1)(C(C)C1CC1)O